5-(4-chlorophenyl)-8-isopropyl-N-methyl-6,9-dioxo-2,5,8-triazaspiro[3.5]nonane-2-carboxamide ClC1=CC=C(C=C1)N1C2(CN(C2)C(=O)NC)C(N(CC1=O)C(C)C)=O